NC1=C2C(=NC=N1)N(N=C2C2=CC=C(C=C2)OC2=CC=CC=C2)[C@H]2CN(CCC2)C(COCCOCCSC2=C1CN(C(C1=CC=C2)=O)C2CNCCC2)=O 3-(4-((2-(2-(2-((R)-3-(4-amino-3-(4-phenoxyphenyl)-1H-pyrazolo[3,4-d]pyrimidin-1-yl)piperidin-1-yl)-2-oxoethoxy)ethoxy)ethyl)thio)-1-oxoisoindoline-2-yl)piperidine